The molecule is a monoalkyl phosphate that is ethyl phosphate in which one of the methyl hydrogens has been replaced by an isothiocyanato group. It is an isothiocyanate and a monoalkyl phosphate. It derives from an ethyl dihydrogen phosphate. C(COP(=O)(O)O)N=C=S